BrC=1C=C2CCC[C@H](C2=CC1)Cl |r| rac-6-bromo-1-chloro-1,2,3,4-tetrahydronaphthalene